C(C=C)(=O)N1C[C@@H](CC1)N1C(N(C=2C=NC=CC21)C2=CC=C(C=C2)OC2=C(C(=CC=C2)Cl)OC)=O (R)-1-(1-acryloylpyrrolidin-3-yl)-3-(4-(3-chloro-2-methoxyphenoxy)phenyl)-1H-imidazo[4,5-c]pyridine-2(3H)-one